methyl 4-[(1S)-1-[[(2R)-1-[[3-(4-carbamoylphenyl)-4-methoxy-phenyl]methyl]pyrrolidine-2-carbonyl]amino]ethyl]benzoate C(N)(=O)C1=CC=C(C=C1)C=1C=C(C=CC1OC)CN1[C@H](CCC1)C(=O)N[C@@H](C)C1=CC=C(C(=O)OC)C=C1